2-[1-(2,4,6-Trihydroxyphenyl)pentyl]benzene-1,3,5-triol OC1=C(C(=CC(=C1)O)O)C(CCCC)C1=C(C=C(C=C1O)O)O